C(C)(C)(C)OC(=O)N1C2CN(CC1CC2)C=2C=NC(=CC2OC)N 3-(6-amino-4-methoxy-pyridin-3-yl)-3,8-diaza-bicyclo[3.2.1]octane-8-carboxylic acid tert-butyl ester